C(C)(C)(C)OC(=O)NCCC1(CC1)C(=O)O 1-[2-(tert-butoxycarbonylamino)ethyl]cyclopropanecarboxylic acid